SC1=CC(=CC(=C1)S)S 1,3,5-Trimercaptobenzol